N-(2-(N,N-bis(2,4-dimethoxybenzyl)sulfamoyl)pyridin-4-yl)-5-cyclopropyl-2-(4,4-difluoropiperidin-1-yl)-6-(trifluoromethoxy)nicotinamide lead(IV) acetate C(C)(=O)[O-].[Pb+4].COC1=C(CN(S(=O)(=O)C2=NC=CC(=C2)NC(C2=C(N=C(C(=C2)C2CC2)OC(F)(F)F)N2CCC(CC2)(F)F)=O)CC2=C(C=C(C=C2)OC)OC)C=CC(=C1)OC.C(C)(=O)[O-].C(C)(=O)[O-].C(C)(=O)[O-]